2-cyclopropyl-6-((3R,3'R)-3'-hydroxy-1,4-dihydro-2H-spiro[isoquinoline-3,4'-piperidine]-1'-carbonyl)-2H-benzo[b][1,4]oxazin-3(4H)-one C1(CC1)C1C(NC2=C(O1)C=CC(=C2)C(=O)N2C[C@H]([C@@]1(CC2)NCC2=CC=CC=C2C1)O)=O